Cl.FC1(CNCC1)F (e)-3,3-difluoropyrrolidine hydrochloride